hydrogen mesaconate C(\C(\C)=C\C(=O)[O-])(=O)O